N1(CCCC1)C1=CC=C(C=O)C=C1 4-(1-pyrrolidinyl)-benzaldehyde